5-Hydroxymethyl-furan OCC1=CC=CO1